N-((S)-5-methyl-4-oxo-2,3,4,5-tetrahydrobenzo[b][1,4]oxazepin-3-yl)-5-(1H-pyrazol-1-yl)-4,5,6,7-tetrahydro-1H-indazole-3-carboxamide CN1C2=C(OC[C@@H](C1=O)NC(=O)C1=NNC=3CCC(CC13)N1N=CC=C1)C=CC=C2